3-(isopropoxycarbonylamino)azetidine C(C)(C)OC(=O)NC1CNC1